FC(CNC(=O)C1=CSC(=C1)OC[C@H](C)NS(=O)(=O)C(F)(F)F)(F)F N-(2,2,2-trifluoroethyl)-5-[(2S)-2-(trifluoromethylsulfonylamino)propoxy]thiophene-3-carboxamide